C1C(CC12CCC2)NC(=O)N[C@@H](C2=CC(=CC=C2)C(F)(F)F)C2=NNC=N2 1-spiro[3.3]hept-2-yl-3-[(S)-(1H-[1,2,4]triazol-3-yl)-(3-trifluoromethyl-phenyl)-methyl]-urea